(S)-2-(4-(2-((4-chlorobenzyl)oxy)pyrimidin-4-yl)-2-fluoro-5-methylbenzyl)-1-(4,4-dimethyltetrahydrofuran-3-yl)-1H-benzo[d]imidazole-6-carboxylic acid ClC1=CC=C(COC2=NC=CC(=N2)C2=CC(=C(CC3=NC4=C(N3[C@@H]3COCC3(C)C)C=C(C=C4)C(=O)O)C=C2C)F)C=C1